Methyl 4-(piperidin-4-yl)benzoate N1CCC(CC1)C1=CC=C(C(=O)OC)C=C1